(S)-2-amino-N-(6-bromopyridin-2-yl)propionamide N[C@H](C(=O)NC1=NC(=CC=C1)Br)C